tert-butyl (R)-4-(2-fluoro-5-(methoxycarbonyl)-4-nitrophenyl)-3-(hydroxymethyl)piperazine-1-carboxylate FC1=C(C=C(C(=C1)[N+](=O)[O-])C(=O)OC)N1[C@H](CN(CC1)C(=O)OC(C)(C)C)CO